C1(=CC=CC=C1)C=1N=NN(C1)C=1C=C(C=CC1)C(C)=O 1-(3-(4-phenyl-1H-1,2,3-triazol-1-yl)phenyl)ethan-1-one